(3R,4R)-1-[6-[(3R,4S)-1-(1,6-dimethylpyrazolo[3,4-b]pyridin-4-yl)-3-methyl-4-piperidyl]-3-pyridyl]-4-methoxy-pyrrolidin-3-amine CN1N=CC=2C1=NC(=CC2N2C[C@@H]([C@H](CC2)C2=CC=C(C=N2)N2C[C@H]([C@@H](C2)OC)N)C)C